2,2-dihydroxy-propanediol OC(C(O)O)(C)O